BrC1=CC(=C(C(=O)OC)C=C1)N1CCNCC1 Methyl 4-bromo-2-(piperazin-1-yl)benzoate